CN[C@H]1C[C@@H](NC1)C(=O)O (2R,4S)-4-(METHYLAMINO)PYRROLIDINE-2-CARBOXYLIC ACID